fluoro-5-(4-methylpiperazin-1-yl)pyridine-2-carbonitrile FC=1C(=NC=C(C1)N1CCN(CC1)C)C#N